C(C)(=O)O[C@@H]1[C@H](O[C@H]([C@@H]1OC(C)=O)N1N=NC2=C1C=C(C=C2Cl)Cl)COC(C)=O (2R,3R,4R,5R)-2-(acetoxymethyl)-5-(4,6-dichloro-1H-benzo[d][1,2,3]triazol-1-yl)tetrahydrofuran-3,4-diyl diacetate